C(C)C1(OC2=C(C(C1)=O)C=C(C=C2)C2=NOC(=N2)C=2C(=NC=CC2)C)CC 2,2-diethyl-6-[5-(2-methylpyridin-3-yl)-1,2,4-oxadiazol-3-yl]-3,4-dihydro-2H-1-benzopyran-4-one